FC1=CC=C(N)C=C1 4-fluoroaniline